5-(1-(2-methoxybenzyl)-5-methyl-1H-imidazol-2-yl)-2-(trifluoromethyl)pyridine COC1=C(CN2C(=NC=C2C)C=2C=CC(=NC2)C(F)(F)F)C=CC=C1